FC=1C=C(C=CC1F)N1C(CC[C@H]1C1=NC2=C(N1C1CCC(CC1)O)C=CC(=C2)C=2C(=NOC2C)C)=O (S)-1-(3,4-difluorophenyl)-5-(5-(3,5-dimethylisoxazol-4-yl)-1-((1r,4S)-4-hydroxycyclohexyl)-1H-benzo[d]imidazol-2-yl)pyrrolidin-2-one